4-(2-cyclohexylvinyl)-1,1'-biphenyl C1(CCCCC1)C=CC1=CC=C(C=C1)C1=CC=CC=C1